FC1=C(C=C(C=C1)C=1CCN(CC1)C(=O)OC(C)(C)C)O 2-fluoro-5-(N-tert-butyloxycarbonyl-2,3,6-trihydropyridin-4-yl)phenol